Cl.N[C@@H](C)C1=C(CN2C(C3=CC=CC=C3C2=O)=O)C(=CC=C1)F (S)-2-(2-(1-aminoethyl)-6-fluorobenzyl)isoindoline-1,3-dione hydrochloride